dicyclohexyl-(2,4,6-triisopropyl-[1,1-biphenyl]-2-yl)phosphine zinc tin [Sn].[Zn].C1(CCCCC1)P(C1(C(=C(C=C(C1)C(C)C)C(C)C)C1=CC=CC=C1)C(C)C)C1CCCCC1